ClC1=C(C=CC=C1)[C@H]1[C@@H](OCC(C1)(C)C)C(=O)N1CCC2(CN(C2)C(C=C)=O)CC1 1-(7-((2R,3S)-3-(2-chlorophenyl)-5,5-dimethyltetrahydro-2H-pyran-2-carbonyl)-2,7-diazaspiro[3.5]nonan-2-yl)prop-2-en-1-one